FC1(CCN(CC1)CCNC(C1=CC(=C(C=C1)C)NC1=NN(C2=NC(=NC=C21)NC=2C=NN(C2)C)C)=O)F N-(2-(4,4-difluoropiperidin-1-yl)ethyl)-4-methyl-3-((1-methyl-6-((1-methyl-1H-pyrazol-4-yl)amino)-1H-pyrazolo[3,4-d]pyrimidin-3-yl)amino)benzamide